4-(3-chloro-5-(2-chloro-6-fluorophenyl)-6H-pyrazolo[1,5-a]pyrido[3,4-f][1,3,5]triazepin-9-yl)morpholine ClC=1C=NN2C1N=C(NC1=C2C=C(N=C1)N1CCOCC1)C1=C(C=CC=C1F)Cl